C(#N)C1=CC(=C(COC2=CC=CC(=N2)N2CCC(CC2)CC2=NC3=C(N2C[C@H]2OCC2)C=C(C=C3)C(=O)O)C=C1)F (S)-2-((1-(6-((4-cyano-2-fluorobenzyl)oxy)pyridin-2-yl)piperidin-4-yl)methyl)-1-(oxetan-2-ylmethyl)-1H-benzo[d]imidazole-6-carboxylic acid